CC12C3C4CCC(C3C(C3CC31)C2)C4 methylpentacyclo[6.3.1.13,6.02,7.09,11]tridecane